P(O)(O)N.ON1C(C=2C(C1=O)=CC=CC2)=O N-Hydroxyphthalimide Phosphoramidite